5-bromo-10,15,20-triphenylporphyrin iron [Fe].BrC=1C2=CC=C(N2)C(=C2C=CC(C(=C3C=CC(=C(C=4C=CC1N4)C4=CC=CC=C4)N3)C3=CC=CC=C3)=N2)C2=CC=CC=C2